ClC=1C(=C(C=C(C1)Cl)C1=CC=C(C=C1)OCC(=O)O)NS(=O)(=O)C=1C=NC=C(C1)C ({3',5'-dichloro-2'-[(5-methylpyridine-3-sulfonyl)amino][1,1'-biphenyl]-4-yl}oxy)acetic acid